bis(cyclopentadienyl)bis(2,4-difluorophenyl)titanium C1(C=CC=C1)[Ti](C1=C(C=C(C=C1)F)F)(C1=C(C=C(C=C1)F)F)C1C=CC=C1